NC1[C@@H]2CN(C[C@H]1C2)C2=NC=1N(C(=N2)NCC2=NC3=C(N2)C=CC=C3)N=CC1Br 2-[(1R,5S,6s)-6-amino-3-azabicyclo[3.1.1]heptan-3-yl]-N-[(1H-benzimidazol-2-yl)methyl]-8-bromopyrazolo[1,5-a][1,3,5]triazin-4-amine